C1CCCCC(CCCCC1)C(=O)O.C1=CC=CC=C1 benzene cycloundecane-6-carboxylate